N-(1-(3-fluorophenyl)ethyl)-2-methylquinazolin-4-carboxamide FC=1C=C(C=CC1)C(C)NC(=O)C1=NC(=NC2=CC=CC=C12)C